C(=O)C1=CC=C(C=N1)C1=NC=2N(C(=C1)C(=O)[O-])N=C(C2C2=C(C=C(C=C2)F)F)C.[Na+] sodium 5-(6-formylpyridin-3-yl)-3-(2,4-difluorophenyl)-2-methylpyrazolo[1,5-a]pyrimidin-7-carboxylate